3-Bromo-2-hydroxy-6-methyldibenzo[c,f][1,2]thiazepin-11(6H)-one 5,5-dioxide BrC1=CC2=C(C(C3=C(N(S2(=O)=O)C)C=CC=C3)=O)C=C1O